[1,4]Dioxin-6-d O1C=COC=C1[2H]